FC1=CC=C(C=C1)N1N=C(C=C1)OC1=CC(=C(C=C1C)N=CN(C)CC)C N'-(4-((1-(4-fluorophenyl)-1H-pyrazol-3-yl)oxy)-2,5-dimethylphenyl)-N-ethyl-N-methylformamidine